S-(2-{(3-Aminopropyl)[(R)-[1-benzyl-4-(2,5-difluorophenyl)-1H-pyrrol-2-yl](cyclohexyl)methyl]amino}-2-oxoethyl)-N-[6-(2,5-dioxo-2,5-dihydro-1H-pyrrol-1-yl)hexanoyl]-L-cystein NCCCN(C(CSC[C@H](NC(CCCCCN1C(C=CC1=O)=O)=O)C(=O)O)=O)[C@H](C1CCCCC1)C=1N(C=C(C1)C1=C(C=CC(=C1)F)F)CC1=CC=CC=C1